3-bromo-N-(4-chloro-2-methyl-6-(methylcarbamoyl)phenyl)-1-(2-cyano-4-nitrophenyl)-1H-pyrazole-5-carboxamide BrC1=NN(C(=C1)C(=O)NC1=C(C=C(C=C1C(NC)=O)Cl)C)C1=C(C=C(C=C1)[N+](=O)[O-])C#N